C1(CC1)S(=O)C1=CC=C(C=C1)C1=CC=C2C(=N1)SC(=N2)OC(C)C2CCN(CC2)C2=NC(=NO2)C(C)C 5-(4-(1-((5-(4-(cyclopropyl-sulfinyl)phenyl)thiazolo[5,4-b]pyridin-2-yl)oxy)ethyl)piperidin-1-yl)-3-isopropyl-1,2,4-oxadiazol